N,N-diethylamide C(C)[N-]CC